10,11,12-trihydroxy-eicosatrienoic acid CCCCCCCCC(C(C(CCC=CC=CC=CC(=O)O)O)O)O